2-(4-methylpentenyl)anthraquinone CC(CC=CC1=CC=2C(C3=CC=CC=C3C(C2C=C1)=O)=O)C